1H-indazole-4-diazonium tetrafluoroborate salt F[B-](F)(F)F.N1N=CC=2C(=CC=CC12)[N+]#N